2-methyl-4,6-di-tert-butylphenyl-3,5-di-tert-butyl-4-hydroxybenzoate CC1=C(C(=CC(=C1)C(C)(C)C)C(C)(C)C)OC(C1=CC(=C(C(=C1)C(C)(C)C)O)C(C)(C)C)=O